C(=C)C1=C(C=CC=C1)C1=CC=C(C=C1)CCC 2-vinyl-4'-propylbiphenyl